FC1=CC=C(C=C1)C=CS(=O)(=O)C1=CC=CC=C1 1-fluoro-4-(2-(benzenesulfonyl)vinyl)benzene